Trans-2-(2,6-dioxopiperidin-3-yl)-4-(4-((1-((1S)-2-fluoro-1-hydroxy-7-(methylsulfonyl)-2,3-dihydro-1H-inden-4-yl)azetidin-3-yl)methyl)piperazin-1-yl)isoindoline-1,3-dione O=C1NC(CCC1N1C(C2=CC=CC(=C2C1=O)N1CCN(CC1)CC1CN(C1)C1=C2C[C@@H]([C@H](C2=C(C=C1)S(=O)(=O)C)O)F)=O)=O